(2R,6R)-N-[(4-cyclopropylphenyl)methyl]-4-[(1R)-1-(3-fluoro-4-methylpyridin-2-yl)-3-methoxypropyl]-6-methyl-1-(2-methylpropanoyl)piperazine-2-carboxamide C1(CC1)C1=CC=C(C=C1)CNC(=O)[C@@H]1N([C@@H](CN(C1)[C@H](CCOC)C1=NC=CC(=C1F)C)C)C(C(C)C)=O